2-(2-Chloroethyl)pyridine ClCCC1=NC=CC=C1